ClCCCC(C)Cl 1,4-dichloropentane